methyl-[1,1'-biphenyl]-2-carbonitrile CC1=C(C(=CC=C1)C1=CC=CC=C1)C#N